OC=1C=CC(=C2C=CC(NC12)=O)[C@H]([C@H](CC)NC(C)C)O |r| (R*,S*)-(±)-8-hydroxy-5-(1-hydroxy-2-((1-methylethyl)amino)butyl)-2(1H)-quinolin-one